3-[(2-fluorobenzyl)sulfanyl]-5-propyl[1,2,4]triazolo[4,3-a]pyrimidin-7(8H)-one FC1=C(CSC2=NN=C3N2C(=CC(N3)=O)CCC)C=CC=C1